(2S)-2-amino-N1-((1S)-1-cyclohexyl-2-(4-(4-(1-(2,6-dioxopiperidin-3-yl)-3-methyl-2-oxo-2,3-dihydro-1H-benzo[d]imidazol-5-yl)but-3-yn-1-yl)piperidin-1-yl)-2-oxoethyl)pentanediamide N[C@H](C(=O)N[C@H](C(=O)N1CCC(CC1)CCC#CC1=CC2=C(N(C(N2C)=O)C2C(NC(CC2)=O)=O)C=C1)C1CCCCC1)CCC(=O)N